(2-Fluoropyridin-4-yl)methanamine hydrochloride Cl.FC1=NC=CC(=C1)CN